1-methyl-6-[4-(2-tetrahydropyran-4-yloxyethoxy)phenoxy]pyrazolo[4,3-b]pyridine-5-carbonitrile CN1N=CC2=NC(=C(C=C21)OC2=CC=C(C=C2)OCCOC2CCOCC2)C#N